(S)-2-(Bis(4-methoxybenzyl)amino)-4-(pentan-2-ylamino)pyrimido[4,5-d]pyridazin-5(6H)-one COC1=CC=C(CN(C=2N=C(C3=C(C=NNC3=O)N2)N[C@@H](C)CCC)CC2=CC=C(C=C2)OC)C=C1